C(#N)CC1CCC(CC1)N1C(=NC=2C1=C1C(=NC2)NC=C1)CNC(=N)C12CC3CC(CC(C1)C3)C2 (3R,5R,7R)-N-((1-((1r,4r)-4-(Cyanomethyl)cyclohexyl)-1,6-dihydroimidazo[4,5-d]pyrrolo[2,3-b]pyridin-2-yl)methyl)adamantane-1-carboximidamide